(3R)-N-[3-(5-{4-[4-(dimethoxymethyl)piperidin-1-yl]-3-(methylamino)phenyl}-1H-pyrrolo[2,3-b]pyridine-3-carbonyl)-2,4-difluorophenyl]-3-fluoropyrrolidine-1-sulfonamide COC(C1CCN(CC1)C1=C(C=C(C=C1)C=1C=C2C(=NC1)NC=C2C(=O)C=2C(=C(C=CC2F)NS(=O)(=O)N2C[C@@H](CC2)F)F)NC)OC